1-tert-butyl-N-{[5-(4-{[(3S,4R)-3-fluoro-1-methylpiperidin-4-yl]amino}-1-(2,2,2-trifluoroethyl)-1H-indol-2-yl)-1,3,4-thiadiazol-2-yl]methyl}-1H-pyrrole-3-carboxamide C(C)(C)(C)N1C=C(C=C1)C(=O)NCC=1SC(=NN1)C=1N(C2=CC=CC(=C2C1)N[C@H]1[C@H](CN(CC1)C)F)CC(F)(F)F